N[C@@H](CC(=O)OCC)C=1C=C(C=CC1F)C1=CC(=CC=C1)OC(F)(F)F ethyl (S)-3-amino-3-(4-fluoro-3'-(trifluoromethoxy)biphenyl-3-yl)propanoate